(S)-tert-butyl (1-(4-benzylpiperazin-1-yl)-3-hydroxy-1-oxopropan-2-yl)carboxylate C(C1=CC=CC=C1)N1CCN(CC1)C([C@H](CO)C(=O)OC(C)(C)C)=O